(S)-2,3,10-trimethoxy-9-hydroxyethoxy-6,8,13,13a-tetrahydro-5H-dibenzo[a,g]quinolizine COC=1C(=CC2=C([C@@H]3CC4=C(CN3CC2)C(=C(C=C4)OC)OCCO)C1)OC